C(C)C1=C(C(=NC(=N1)N)N)C(=O)O ethyl-2,4-diamino-pyrimidine-5-carboxylic acid